6-fluoro-1-methyl-4-((2-(trimethylsilyl)ethoxy)methyl)-1,4-dihydro-5H-[1,2,3]triazolo[4,5-c][2,6]naphthyridin-5-one FC1=CN=CC=2C3=C(N(C(C12)=O)COCC[Si](C)(C)C)N=NN3C